C(O)(O)=O.C=CCCC.C=CCCC dipentene carbonate